2-([2,2'-bipyrimidin]-4-yl)-5,6-dimethoxy-3-(tetrahydro-2H-pyran-4-yl)isoindolin-1-one N1=C(N=C(C=C1)N1C(C2=CC(=C(C=C2C1C1CCOCC1)OC)OC)=O)C1=NC=CC=N1